C1(C=CC(N1CC(CCCN1C(C=CC1=O)=O)C)=O)=O 1,5-bismaleimido-2-methylpentane